C(C)(C)(C)C1=CN=C(O1)CSC1=CN=C(S1)NC(=O)C1CCN(CC1)CC(=O)NCCN(CCNC(OC(C)(C)C)=O)C tert-butyl (2-((2-(2-(4-((5-(((5-(tert-butyl)oxazol-2-yl)methyl)thio)thiazol-2-yl)carbamoyl)piperidin-1-yl)acetamido)ethyl)(methyl)amino)ethyl)carbamate